(E)-N-(3-bromo-5-fluorobenzyl)-3-(2-(pyridin-2-yl)vinyl)-1H-indazol-5-amine BrC=1C=C(CNC=2C=C3C(=NNC3=CC2)\C=C\C2=NC=CC=C2)C=C(C1)F